BrC=1C(=CC=C2CCCC(C12)=O)OC 8-bromo-7-methoxy-3,4-dihydro-2H-naphthalen-1-one